C(C)(C)(C)OC(=O)N1CC2=CC=C(C=C2C(C1)(F)F)C=O 4,4-difluoro-6-formyl-1,3-dihydroisoquinoline-2-carboxylic acid tert-butyl ester